(5-{[2-(4-Bromophenyl)imidazo[1,2-a]pyridin-3-yl]-methyl}-2,5-diazabicyclo[2.2.2]oct-2-yl)(3-chloro-6-methoxypyridin-2-yl)methanone BrC1=CC=C(C=C1)C=1N=C2N(C=CC=C2)C1CN1C2CN(C(C1)CC2)C(=O)C2=NC(=CC=C2Cl)OC